O=C1N(CCN1)CCNCC#N ((2-(2-oxoimidazolidin-1-yl)ethyl)amino)acetonitrile